ClC(C1=NC(=NO1)C1=CC=C(CN(C(=O)NC)OC)C=C1)(F)F 1-(4-{5-[Chloro(difluoro)methyl]-1,2,4-oxadiazol-3-yl}benzyl)-1-methoxy-3-methylurea